chloro-N-(morpholin-2-ylmethyl)-4-(1H-pyrazol-4-yl)quinolin-2-amine ClC=1C(=NC2=CC=CC=C2C1C=1C=NNC1)NCC1CNCCO1